ClC=1C=NC=C(C1C(ON1N=C(C2=CC=CC=C12)C1=NC2=C(N1)CN(C2)CC2CCN(CC2)C)C)Cl 1-(3,5-dichloropyridin-4-yl)ethoxyl-3-(5-((1-methyl-piperidin-4-yl)methyl)-1,4,5,6-tetrahydropyrrolo[3,4-d]imidazol-2-yl)-1H-indazole